O1C=CC=2C(=NC=CC21)C2=CC=C(C(=O)N[C@H]1[C@@H](CCCC1)O)C=C2 4-(furo[3,2-c]pyridin-4-yl)-N-(trans-2-hydroxycyclohexyl)benzamide